Cl.ClC=1C=CC(=C(CN[C@@H]2CNCCC2)C1)OCC (S)-N-(5-chloro-2-ethoxybenzyl)piperidin-3-amine hydrochloride